(S)-1-(2-((2-chloro-4-fluoro-phenyl)amino)-5-methyl-pyrimidin-4-yl)-N-(1-(3-chloro-phenyl)-2-hydroxy-ethyl)-1H-pyrazole-4-carboxamide ClC1=C(C=CC(=C1)F)NC1=NC=C(C(=N1)N1N=CC(=C1)C(=O)N[C@H](CO)C1=CC(=CC=C1)Cl)C